[(1S)-2,2,2-trifluoro-1-methyl-ethyl]4-methyl-2-[[3-[[7-(5-methyl-1,2,4-oxadiazol-3-yl)-1-isoquinolyl]amino]cyclobutanecarbonyl]amino]thiazole-5-carboxylate FC([C@H](C)OC(=O)C1=C(N=C(S1)NC(=O)C1CC(C1)NC1=NC=CC2=CC=C(C=C12)C1=NOC(=N1)C)C)(F)F